tert-butyl 4-benzyloxy-2-chloro-6,8-dihydro-5H-pyrido[3,4-d]pyrimidine-7-carboxylate C(C1=CC=CC=C1)OC=1C2=C(N=C(N1)Cl)CN(CC2)C(=O)OC(C)(C)C